1-[(S)-1-(2-difluoromethoxy-pyridin-4-yl)-2-methoxy-ethyl]-3-spiro[3.3]Hept-2-yl-urea FC(OC1=NC=CC(=C1)[C@@H](COC)NC(=O)NC1CC2(C1)CCC2)F